BrC=1C=CC(=NC1)C=1C=NC=CC1 5-bromo-2,3'-bipyridine